CN(C1=CC=C(C=C1)C(=C1C=CC(C=C1)=[N+](C)C)C1=CC=CC=C1)C 4-{[4-(dimethylamino)phenyl]-(phenyl)methylidene}-N,N-dimethylcyclohexa-2,5-dien-1-iminium